BrC1=NC2=C(N1[C@H]1[C@H](O)[C@H](O)[C@H](O1)CO)C=C(C(=C2)Cl)Cl 2-bromo-5,6-dichloro-1-(β-D-ribofuranosyl)benzimidazole